ClC=1C=CC(=C(C1)O)C1=C2C(=C(N=N1)NCC(C)(C)O)C=NC=C2 5-chloro-2-{4-[(2-hydroxy-2-methylpropyl)amino]pyrido[3,4-d]pyridazin-1-yl}phenol